3-(4-pyrazol-1-yl-benzyl)-7,8-dihydro-6H-[1,6]naphthyridin-5-one N1(N=CC=C1)C1=CC=C(CC=2C=NC=3CCNC(C3C2)=O)C=C1